NCCNC1=NC=C(C(=N1)NC1CCCCC1)C(=O)N 2-(2-aminoethylamino)-4-(cyclohexylamino)pyrimidine-5-carboxamide